3-Hydroxy-5-(3-((2-isopropyl-4-oxo-5,6,7,8-tetrahydroquinazolin-3(4H)-yl)methyl)isoxazol-5-yl)benzonitrile OC=1C=C(C#N)C=C(C1)C1=CC(=NO1)CN1C(=NC=2CCCCC2C1=O)C(C)C